BrCC=1C=C(O[C@H](C(=O)OC)C(C)C)C=CC1Cl (S)-Methyl 2-(3-(bromomethyl)-4-chlorophenoxy)-3-methylbutanoate